[2-Chloro-4-fluoro-5-(7-morpholin-4-yl-quinazolin-4-yl)-phenyl]-(4-methylaminomethyl-thiazol-2-yl)-methanol ClC1=C(C=C(C(=C1)F)C1=NC=NC2=CC(=CC=C12)N1CCOCC1)C(O)C=1SC=C(N1)CNC